S1CC=CS1 1,5-dithiol